3-[(4-formyl-1H-indol-7-yl)sulfanyl]propanoate C(=O)C1=C2C=CNC2=C(C=C1)SCCC(=O)[O-]